isopropanesulfonate C(C)(C)S(=O)(=O)[O-]